C(C)(C)(C)OC(=O)NC/C=C/C(=O)O (E)-4-(tert-butoxycarbonylamino)but-2-enoic acid